FC1=C(CN2N=C(N=C2)C(=O)N)C=CC=C1F 1-(2,3-difluorobenzyl)-1H-1,2,4-triazole-3-carboxamide